C(C)(C)(C)OC(=O)N1CC2(C1)CC(C2)CC2=C(C=CC=C2F)F 6-(2,6-difluorobenzyl)-2-azaspiro[3.3]heptane-2-carboxylic acid tert-butyl ester